BrC1=C2CC(CC2=CC=C1)=O 4-bromo-1,3-dihydro-2H-inden-2-one